C(CCCCCCC\C=C/C\C=C/CCCCC)OC1=C(COC(CCCN(C)C)=O)C=CC(=C1)OCCCCCCCC\C=C/C\C=C/CCCCC.COC1=CC=C(C=C1)C1C(OC=C1C1=CC=C(C=C1)OC)=O 3,4-bis(4-methoxyphenyl)furan-2-one 2,4-bis((9Z,12Z)-octadeca-9,12-dien-1-yloxy)benzyl-4-(dimethylamino)butanoate